CS(=O)(=O)C1=NC(=CC(=N1)C=1C=CC(NC1)=O)C(F)(F)F 5-(2-(methylsulfonyl)-6-(trifluoromethyl)pyrimidin-4-yl)pyridin-2(1H)-one